1-(2-fluorophenyl)-N-(2,3,6-trifluoro-4-((3-(2-(((3S,5S)-5-fluoro-5-methylpiperidin-3-yl)amino)pyrimidin-4-yl)pyridin-2-yl)oxy)phenyl)methanesulfonamide FC1=C(C=CC=C1)CS(=O)(=O)NC1=C(C(=C(C=C1F)OC1=NC=CC=C1C1=NC(=NC=C1)N[C@@H]1CNC[C@@](C1)(C)F)F)F